8-(3,5-dichlorophenyl)-4-(dimethylamino)-1,5-naphthyridine-3-formic acid ClC=1C=C(C=C(C1)Cl)C=1C=CN=C2C(=C(C=NC12)C(=O)O)N(C)C